ClC=1C=C(C=NC1N1N=CC=N1)NC(=O)C=1C=NN(C1C(F)(F)F)C(C)C1=CC=CC=C1 N-(5-chloro-6-(2H-1,2,3-triazol-2-yl)pyridin-3-yl)-1-(1-phenylethyl)-5-(trifluoromethyl)-1H-pyrazole-4-carboxamide